(5-bromo-2-methoxyphenyl)(imino)(2-methoxyethyl)-λ6-sulfanone BrC=1C=CC(=C(C1)S(=O)(CCOC)=N)OC